5-chloro-3-fluoro-2-(4-{[(oxacyclopent-2-yl)methyl]amino}pyrrolo[1,2-d][1,2,4]triazin-1-yl)phenol ClC=1C=C(C(=C(C1)O)C=1C=2N(C(=NN1)NCC1OCCC1)C=CC2)F